ClC1=NC=C(C(=C1)C1=C(C=NC(=C1)C)C(=O)NC=1SC=2N=C(N=CC2N1)OCC(C)(C)O)OC 2'-chloro-N-[5-(2-hydroxy-2-methylpropoxy)-[1,3]thiazolo[5,4-d]pyrimidin-2-yl]-5'-methoxy-6-methyl-[4,4'-bipyridine]-3-carboxamide